C[N+]1(CCN(CC1)C(COC=1C(=CC2=C(N=C(S2)CNC(=O)C2(CC3=CC(=C(C=C3C2)F)F)CC(=O)[O-])C1)OC)=O)C 2-[2-[[5-[2-(4,4-dimethylpiperazin-4-ium-1-yl)-2-oxo-ethoxy]-6-methoxy-1,3-benzothiazol-2-yl]methylcarbamoyl]-5,6-difluoro-indan-2-yl]acetate